(5-oxopyrrolidin-3-yl)carbamate O=C1CC(CN1)NC([O-])=O